2,2,3-trichloro-1,1,1,3-tetrafluoropropane ClC(C(F)(F)F)(C(F)Cl)Cl